C(C(=C)C)(=O)OCSC=1SC(=NN1)SC 2-methacryloxymethylthio-5-methylthio-1,3,4-thiadiazole